CC(C(=O)OCOC=1C(=NC=CC1NC=O)C(N[C@H](C(=O)OC(C(C(C)C)OC1=CC=CC=C1)C)C)=O)C [2-[[(1S)-2-(1,3-dimethyl-2-phenoxy-butoxy)-1-methyl-2-oxo-ethyl]carbamoyl]-4-formamido-3-pyridyl]oxymethyl 2-methylpropanoate